C1(CC1)C=1C2=C(C(N(C1)C1=CC(=CC=C1)C1(CC(C1)C)C1=NN=CN1C)=O)NC(=C2)CNC2COCCC2 4-cyclopropyl-6-{3-[3-methyl-1-(4-methyl-4H-1,2,4-triazol-3-yl)cyclobutyl]phenyl}-2-{[(oxan-3-yl)amino]methyl}-1H,6H,7H-pyrrolo[2,3-c]pyridin-7-one